N1CC(C1)NC1=CC=C(C=C1)NC(C1=CC=C(C=C1)NC1=CC=NC2=CC=C(C=C12)C#N)=O N-(4-(azetidin-3-ylamino)phenyl)-4-((6-cyanoquinolin-4-yl)amino)benzamide